C1(CC1)C1=C(N=NN1)CC(C=1N=CNC1)C1=C(C(=CC=C1)C)C cyclopropyl-4-[2-(2,3-dimethylphenyl)-2-(1H-imidazol-4-yl)ethyl]-1,2,3-triazole